3,7,11-trimethyl-1-dodecene CC(C=C)CCCC(CCCC(C)C)C